C(C)N1N=C(C2=C1C(NCC1(CCOCC1)C2)=O)C[C@H](COC(=O)C2=NN(C(=C2)C)C)C 1,5-Dimethylpyrazole-3-carboxylic acid [(2R)-3-(1-ethyl-8-oxo-spiro[6,7-dihydro-4H-pyrazolo[3,4-c]azepin-5,4'-tetrahydropyran]-3-yl)-2-methyl-propyl] ester